N-(1-(5-(3-cyano-6-(2-hydroxy-2-methylpropoxy)pyrazolo[1,5-a]pyridin-4-yl)pyridin-2-yl)-4-methylpiperidin-4-yl)-3-methylpicolinamide C(#N)C=1C=NN2C1C(=CC(=C2)OCC(C)(C)O)C=2C=CC(=NC2)N2CCC(CC2)(C)NC(C2=NC=CC=C2C)=O